NC1=NC=2C=NC(=CC2C2=C1C=NN2C)C(=O)N([C@@H](CC)C=2C=NC=NC2)CC2=CC=C(C=C2)S(F)(F)(F)(F)F 4-amino-1-methyl-N-(4-(pentafluoro-lambda~6~-sulfanyl)benzyl)-N-((1S)-1-(5-pyrimidinyl)propyl)-1H-pyrazolo[4,3-c][1,7]naphthyridine-8-carboxamide